2-methylenenonan-1-ol C=C(CO)CCCCCCC